5-(N-salicyloylamino)valeric acid C(C=1C(O)=CC=CC1)(=O)NCCCCC(=O)O